3-(tert-butoxycarbonylamino)-5-methanesulfonyl-pyridine-2-carboxylic acid C(C)(C)(C)OC(=O)NC=1C(=NC=C(C1)S(=O)(=O)C)C(=O)O